2-[(3aR,5R,6aS)-5-hydroxy-5-{[4-(trifluoromethyl)phenyl]methyl}-octahydrocyclopenta[c]pyrrol-2-yl]-1-(5-hydroxypyridin-2-yl)ethan-1-one OC1(C[C@@H]2[C@@H](CN(C2)CC(=O)C2=NC=C(C=C2)O)C1)CC1=CC=C(C=C1)C(F)(F)F